BrC=1C=C2C=C(C(=CC2=CC1)C(=O)O)COC(C)CC(=O)O 6-bromo-3-((carboxymethylethoxy)methyl)-2-naphthoic acid